C1(CCCCC1)C=1C=CC(=NC1)NC1=CC(=NC=2C=CNC(C12)=O)C1=C(C=C(C=C1)NC(=O)C1CCCCC1)F N-(4-(4-((5-cyclohexyl-pyridin-2-yl)amino)-5-oxo-5,6-dihydro-1,6-naphthyridin-2-yl)-3-fluorophenyl)cyclohexane-carboxamide